CCCCCCCCCCCCN1CC(OCC1C)C The molecule is a member of the class of morpholines that is 2,5-dimethylmorpholine in which the hydrogen attached to the nitrogen is replaced by a dodecyl group. It is a member of morpholines and a tertiary amino compound. It contains a dodecyl group.